(S)-(5-(3,5-difluorophenyl)-4,5-dihydro-1H-pyrazol-1-yl)(3-((5-(1,4-dimethyl-1H-pyrazol-5-yl)thiazol-2-yl)oxy)azetidin-1-yl)methanone FC=1C=C(C=C(C1)F)[C@@H]1CC=NN1C(=O)N1CC(C1)OC=1SC(=CN1)C1=C(C=NN1C)C